2,3,10,11,12,13-hexahydro-10R-methoxy-9S-methyl-11R-methylamino-9S,13R-epoxy-1H,9H-diindolo[1,2,3-gh:3',2',1'-lm]pyrrolo[3,4-j][1,7]benzodiazonin-1-one C[C@@]12[C@H]([C@H](C[C@@H](O1)N3C4=CC=CC=C4C5=C6C(=C7C8=CC=CC=C8N2C7=C53)CNC6=O)NC)OC